1-(4-{[(2-chlorophenyl)acetyl]amino}-2-sulfamoylphenyl)-N-cyclopropyl-N-methyl-1H-pyrazol-4-carboxamide ClC1=C(C=CC=C1)CC(=O)NC1=CC(=C(C=C1)N1N=CC(=C1)C(=O)N(C)C1CC1)S(N)(=O)=O